C1(=CC=C(C=C1)OCC)N phenetylamine